CC1=NC(=CC(=C1)C=1C(=CC(=C(C#N)C1)N1C2=CC=CC=C2C=2C=C(C=CC12)C1=CC=CC=C1)N1C2=CC=CC=C2C=2C=C(C=CC12)C1=CC=CC=C1)C 5-(2,6-dimethylpyridin-4-yl)-2,4-bis(3-phenyl-9H-carbazol-9-yl)benzonitrile